ClC=1C=C2C(=NC1OC)C(=C(N2C)C2=NC(=NN2)C(C)N(C)C)N2C=NC=C2 1-(5-(6-chloro-3-(1H-imidazol-1-yl)-5-methoxy-1-methyl-1H-pyrrolo[3,2-b]pyridin-2-yl)-1H-1,2,4-triazol-3-yl)-N,N-dimeth-ylethan-1-amine